2,2,2-trichloroethyl (4,6-diisopropyl-2-(trifluoromethyl)pyrimidin-5-yl)carbamate C(C)(C)C1=NC(=NC(=C1NC(OCC(Cl)(Cl)Cl)=O)C(C)C)C(F)(F)F